C(CCCCCCCC)N(CCN(CC(=O)N1CCN(CC1)C(=O)OC(C)(C)C)CCCCCCCCC)CCCCCCCCC tert-Butyl 4-(N-(2-(dinonylamino)ethyl)-N-nonylglycyl)piperazine-1-carboxylate